NC=1C=CC2=C(O[C@H]3[C@@H](N2C)CN(CC3)C(=O)OC(C)(C)C)C1C#N tert-butyl (4aR,10aS)-7-amino-6-cyano-10-methyl-4,4a,10,10a-tetrahydro-1H-benzo[b]pyrido[3,4-e][1,4]oxazine-2(3H)-carboxylate